2-(Decylthio)ethanamine C(CCCCCCCCC)SCCN